tert-butyl 1-{4-[2,6-bis(benzyloxy)pyridin-3-yl]-3-methylphenyl}piperidine-4-carboxylate C(C1=CC=CC=C1)OC1=NC(=CC=C1C1=C(C=C(C=C1)N1CCC(CC1)C(=O)OC(C)(C)C)C)OCC1=CC=CC=C1